C1=CC=CC=2C=CC=3C(=CC=4CC5=CC=CC=C5OC4C3)C12 naphtho[1,2-b]xanthene